C[C@H](CC)NC1=NC(=NC=2N1N=C(C2C=2C(=NC(=CC2)OC)C)C)C N-[(2R)-butan-2-yl]-8-(6-methoxy-2-methylpyridin-3-yl)-2,7-dimethylpyrazolo[1,5-a][1,3,5]triazin-4-amine